C1(=CC=CC=C1)P([C-]1C=CC=C1)C1=CC=CC=C1.[C-]1(C=CC=C1)P(C1=CC=CC=C1)C1=CC=CC=C1.[Fe+2] 1,1'-Bis-(diphenylphosphino)ferrocene